BrC=1C=C(C=CC1F)S1(NCCC1)=O 1-(3-bromo-4-fluorophenyl)-4,5-dihydro-3H-isothiazole 1-oxide